COC1=CC=C(C=C1)C=CC1=CC=C(C=C1)OC 4,4'-dimethoxystilbene